CN1N=C(C(=C1)C1=NC=CC(=N1)NC=1N=CC2=C(C=CC(=C2C1)C(C)C)N1CC(C1)C[N+](=O)[O-])C N-(2-(1,3-dimethyl-1H-pyrazol-4-yl)pyrimidin-4-yl)-5-isopropyl-8-(3-(nitromethyl)azetidin-1-yl)isoquinolin-3-amine